C1(CC1)C(C(=O)NC1=NC=C(C=C1)B1OC(C(O1)(C)C)(C)C)=C 2-Cyclopropyl-N-(5-(4,4,5,5-tetramethyl-1,3,2-dioxaborolan-2-yl)pyridin-2-yl)acrylamide